ClC=1C=C(C=C(C1O)Cl)C(=O)N1C=CC=2C1=CN=CC2 (3,5-dichloro-4-hydroxyphenyl)(1H-pyrrolo[2,3-c]pyridin-1-yl)methanone